N-{2-chloro-4-fluoro-5-[4-(3-fluoropropyl)-4,5-dihydro-5-oxo-1H-tetrazol-1-yl]phenyl}ethylsulfonamide ClC1=C(C=C(C(=C1)F)N1N=NN(C1=O)CCCF)CCNS(=O)=O